ClC1=C(CC2(CCN(CC2)C(=O)OC(C)(C)C)C)C=CC=N1 tert-butyl 4-(2-chloronicotinyl)-4-methylpiperidine-1-carboxylate